ClC1=CC=C(CSC=2OC3=C(N2)C=CC(=C3)C(=O)O)C=C1 2-((4-chlorobenzyl)thio)benzo[d]oxazole-6-carboxylic acid